(1s,4s)-4-(2-chloro-5-(4-((4-methylpiperazin-1-yl)methyl)phenyl)-7H-pyrrolo[2,3-d]pyrimidin-7-yl)cyclohexan-1-ol ClC=1N=CC2=C(N1)N(C=C2C2=CC=C(C=C2)CN2CCN(CC2)C)C2CCC(CC2)O